[V].[Mo].[Cr] Chromium molybdenum vanadium